N-[4-(difluoromethoxy)-2,5-difluorophenyl]-4-[(4-fluorophenyl)methyl]-1H-pyrrole-3-sulfonamide FC(OC1=CC(=C(C=C1F)NS(=O)(=O)C1=CNC=C1CC1=CC=C(C=C1)F)F)F